FC=1C=C(C=CC1)C1=NOC(=N1)C(=O)[O-].[Na+] Sodium 3-(3-fluorophenyl)-1,2,4-oxadiazole-5-carboxylate